(2S)-2-(4-bromo-2-vinylphenoxy)propionic acid BrC1=CC(=C(O[C@H](C(=O)O)C)C=C1)C=C